ClC1=CC=C(O1)C1C(=NN(C1(C(=O)NCC1(COC1)N(C)C)C)C1=C(C=C(C=C1)F)F)C1=C(C=C(C=C1)F)F 4-(5-Chlorofuran-2-yl)-1,3-bis(2,4-difluorophenyl)-N-((3-(dimethylamino)oxetan-3-yl)methyl)-5-methyl-4,5-dihydro-1H-pyrazole-5-carboxamide